C(=O)(O)[C@@H](CC=1C=C(C(=O)N(CC=2C=C(C=CC2)C[C@H](C(=O)O)[C@@H]2CNCC2)CC=2C=C(C=CC2)C[C@H](C(=O)O)[C@@H]2CNCC2)C=C(C1)F)[C@@H]1CNCC1 (2S,2'S)-3,3'-((((3-((S)-2-carboxy-2-((R)-pyrrolidin-3-yl)ethyl)-5-fluorobenzoyl)azanediyl)bis(methylene))bis(3,1-phenylene))bis(2-((R)-pyrrolidin-3-yl)propionic acid)